N,N'-diphenyl-N,N'-bis(3-tolyl)benzidine C1(=CC=CC=C1)N(C1=CC=C(C=C1)C1=CC=C(N(C=2C=C(C=CC2)C)C2=CC=CC=C2)C=C1)C=1C=C(C=CC1)C